3,6-bis(trifluoromethyl)oct-4-ene FC(C(CC)C=CC(CC)C(F)(F)F)(F)F